OCCN(C=1N=C(C2=C(N1)C(=NC(=N2)N(CC(C)OC)CC(C)OC)N2CCC(CC2)OC)N2CC(N(CC2)C)=O)CCO 4-(2-(bis(2-hydroxyethyl)amino)-6-(bis(2-methoxypropyl)amino)-8-(4-methoxypiperidin-1-yl)pyrimido[5,4-d]pyrimidin-4-yl)-1-methylpiperazin-2-one